NC1=C(C(=NN1C1(CC1)C)C1=CC=C(C=C1)CC(=O)O)C(N)=O (4-(5-amino-4-carbamoyl-1-(1-methylcyclopropyl)-1H-pyrazol-3-yl)phenyl)acetic acid